Scandium-aluminium oxide [O-2].[Al+3].[Sc+3].[O-2].[O-2]